FC(S(=O)(=O)[O-])(F)F.C[S+](C1C(CCCC1)OS(=O)(=O)O)C dimethyl-(2-sulfoxycyclohexyl)sulfonium trifluoromethanesulfonate